NN1C(=NC(=C1C(=O)N)C1=CC=C(C=C1)C(NC1=NC=CC(=C1)C)=O)[C@H]1N(CCCC1)C(\C=C\C1=CC=CC=C1)=O (S,E)-1-amino-2-(1-cinnamoylpiperidin-2-yl)-4-(4-((4-methylpyridin-2-yl)carbamoyl)phenyl)-1H-imidazole-5-carboxamide